(2R,5S)-5-(4-bromobenzyl)-4-(4-(1,5-dimethyl-1H-1,2,4-triazol-3-yl)cyclohexyl)-2-((methylsulfonyl)methyl)-morpholine hydrochloride Cl.BrC1=CC=C(C[C@H]2CO[C@H](CN2C2CCC(CC2)C2=NN(C(=N2)C)C)CS(=O)(=O)C)C=C1